N-(4-bromo-5,6,7,8-tetrahydrophthalazin-1-yl)-1,3-benzothiazol-2-amine BrC1=NN=C(C=2CCCCC12)NC=1SC2=C(N1)C=CC=C2